Tert-butyl 2-(4-chloro-2,5-difluorophenyl)-2,8-diazaspiro[4.5]decane-8-carboxylate ClC1=CC(=C(C=C1F)N1CC2(CC1)CCN(CC2)C(=O)OC(C)(C)C)F